O(C1=CC=CC=C1)C=1C=C(C=CC1)C1(C([C@]1(C(=O)[O-])C)(C)C)C=C(C)C (3-Phenoxyphenyl)-methyl-(1R)-cis-trans-2,2-dimethyl-3-(2-methyl-1-propenyl)-cyclopropancarboxylat